2,2'-(1-(1-(pyridin-3-yl)cyclobutyl)propane-1,2-diyl)bis(N-methylhydrazine-1-thiocarboxamide) N1=CC(=CC=C1)C1(CCC1)C(C(C)NNC(NC)=S)NNC(NC)=S